N1N=C(C=C1)OC=1C=CC(=C(C1)NC1=NC=NC2=CC(=C(C=C12)OC1CCN(CC1)C(C=C)=O)OC)C(C)(C)O 1-(4-((4-((5-((1H-pyrazol-3-yl)oxy)-2-(2-hydroxypropan-2-yl)phenyl)amino)-7-methoxyquinazolin-6-yl)oxy)piperidin-1-yl)prop-2-en-1-one